CC(C(=O)OC1C[C@H]2CC[C@@H](C1)N2C)(CO)C2=CC=CC=C2 (1R,3r,5S)-8-methyl-8-azabicyclo[3.2.1]octan-3-yl 2-methyl-3-hydroxy-2-phenylpropanoate